O1C(CC1)C1=CC(=NO1)C(=O)NC1C[C@H]2CC[C@@H](C1)N2S(=O)(=O)CC2CCNCC2 5-(oxetan-2-yl)-N-((1R,3r,5S)-8-((piperidin-4-ylmethyl)sulfonyl)-8-azabicyclo[3.2.1]octan-3-yl)isoxazole-3-carboxamide